NC(C(=O)O)CC1(CC1)C amino-3-(1-methylcyclopropyl)propionic acid